ClC1=CC=C(C=C1)C1=C(CCC(C1)(C)C)CN1C2CN(CC1CC2)C=2C=C1CN(C(C1=CC2)=O)C2C(NC(CC2)=O)=O 3-(5-(8-((4'-chloro-5,5-dimethyl-3,4,5,6-tetrahydro-[1,1'-biphenyl]-2-yl)methyl)-3,8-diazabicyclo[3.2.1]octane-3-yl)-1-oxoisoindolin-2-yl)piperidine-2,6-dione